(rac)-5-Chloro-2-(6-methyl-3,3a,4,5,7,7a-hexahydro-2H-pyrrolo[2,3-c]pyridin-1-yl)oxazolo[4,5-b]pyridine ClC1=CC=C2C(=N1)N=C(O2)N2CCC1C2CN(CC1)C